FC(OC=1C=C(C=CC1)C1=CC=C2CCC3(C(C2=C1)NC(O[C@@H]1CN2CCC1CC2)=O)CC3)(F)F (S)-quinuclidin-3-yl (7'-(3-(trifluoromethoxy)phenyl)-3',4'-dihydro-1'H-spiro[cyclopropane-1,2'-naphthalen]-1'-yl)carbamate